C(C)OC(=O)C1N(C(=NC12C(N(C1=CC=C(C=C21)C)C(C)=O)=O)C2=CC=CC=C2)C2=CC=CC=C2 acetyl-5'-methyl-2'-oxo-1,2-diphenyl-1,5-dihydrospiro[imidazole-4,3'-indoline]-5-carboxylic acid ethyl ester